(R)-N-((S)-1-(6-((4-Fluorophenyl)(methyl)amino)pyridin-3-yl)ethyl)-2-methylpropane-2-sulfinamide FC1=CC=C(C=C1)N(C1=CC=C(C=N1)[C@H](C)N[S@](=O)C(C)(C)C)C